C(C)OC1=NC2=CC(=CC=C2C(=C1C(=O)NCC1=CC=C(C=C1)F)C)C(F)(F)F 2-ethoxy-N-[(4-fluorophenyl)-methyl]-4-methyl-7-(trifluoromethyl)-quinoline-3-carboxylic acid amide